γ-acryloyloxypropyldimethoxymethylsilane C(C=C)(=O)OCCC[SiH2]C(OC)OC